4-(difluoromethyl)-N-[4-fluoro-5-[2-[(2R,6S)-2,6-dimethylmorpholin-4-yl]pyrimidin-5-yl]-2-[(3S)-3,4-dimethylpiperazin-1-yl]phenyl]-6-oxo-1H-pyridine-3-carboxamide FC(C=1C(=CNC(C1)=O)C(=O)NC1=C(C=C(C(=C1)C=1C=NC(=NC1)N1C[C@H](O[C@H](C1)C)C)F)N1C[C@@H](N(CC1)C)C)F